[4-[[5-[6-chloro-4-(trifluoromethyl)-2-pyridyl]-2,5-diazabicyclo[4.2.0]octan-2-yl]sulfonyl]phenyl]benzamide ClC1=CC(=CC(=N1)N1CCN(C2CCC12)S(=O)(=O)C1=CC=C(C=C1)C1=C(C(=O)N)C=CC=C1)C(F)(F)F